The molecule is a nitrile that is 1,3-dihydro-2-benzofuran-5-carbonitrile in which one of the hydrogens at position 1 is replaced by a p-fluorophenyl group, while the other is replaced by a 3-(dimethylamino)propyl group. It is a member of 2-benzofurans, a nitrile, an organofluorine compound, a cyclic ether and a tertiary amino compound. It is a conjugate base of a 3-[5-cyano-1-(4-fluorophenyl)-1,3-dihydro-2-benzofuran-1-yl]-N,N-dimethylpropan-1-aminium. CN(C)CCCC1(C2=C(CO1)C=C(C=C2)C#N)C3=CC=C(C=C3)F